methyl 3-carbamoyl-1-(2-((2-((3-chloro-2-fluorobenzyl) amino)-2-oxoethyl) (cyclopropyl) amino)-2-oxoethyl)-1H-indazole-5-carboxylate C(N)(=O)C1=NN(C2=CC=C(C=C12)C(=O)OC)CC(=O)N(C1CC1)CC(=O)NCC1=C(C(=CC=C1)Cl)F